N-(6-(5-fluoro-2-methylphenyl)-5-(trifluoromethyl)pyridin-2-yl)pyridine-2-sulfonamide hydrochloride Cl.FC=1C=CC(=C(C1)C1=C(C=CC(=N1)NS(=O)(=O)C1=NC=CC=C1)C(F)(F)F)C